1-dodecyl-2-ethyl-pyrrolidinium acetate C(C)(=O)[O-].C(CCCCCCCCCCC)[NH+]1C(CCC1)CC